2-phenyl-N-(6-phenyl-4-(trifluoromethyl)isoxazolo[5,4-b]pyridin-3-yl)acetamide C1(=CC=CC=C1)CC(=O)NC1=NOC2=NC(=CC(=C21)C(F)(F)F)C2=CC=CC=C2